C(C)(=O)OCCC1C(CCC2C(CCCC12C)(C)C)=C 2-(5,5,8a-trimethyl-2-methylenedecahydronaphthalen-1-yl)ethyl acetate